3-(4-(2-Methyl-3-(1H-pyrazol-4-yl)piperazin-1-yl)pyrimidin-2-yl)-6-(trifluoromethyl)imidazo[1,2-a]pyrazine CC1N(CCNC1C=1C=NNC1)C1=NC(=NC=C1)C1=CN=C2N1C=C(N=C2)C(F)(F)F